ClC=1C=CC(=C(C1)C=1C=2N(N=C(C1)C)C(=CC2)C(=O)OC)OCCN2C(=NC=1CCC(CC1C2=O)N(C)C)C methyl 4-[5-chloranyl-2-[2-[6-[di(methyl)amino]-2-methyl-4-oxidanylidene-5,6,7,8-tetrahydroquinazolin-3-yl] ethoxy] phenyl]-2-methyl-pyrrolo[1,2-b]pyridazine-7-carboxylate